Cl.Cl.Cl.FC=1C=NN(C1)C=1C=CC(=C(C1)O)C1=CN=C(N=N1)N1CC(CC1)NC 5-(4-fluoro-1H-pyrazol-1-yl)-2-{3-[3-(methylamino)pyrrolidin-1-yl]-1,2,4-triazin-6-yl}phenol tri-hydrochloride